tert-butyl 4-((6-(2-methoxypyridin-4-yl)pyrazolo[1,5-a]pyrazin-4-yl)oxy)azepane-1-carboxylate COC1=NC=CC(=C1)C=1N=C(C=2N(C1)N=CC2)OC2CCN(CCC2)C(=O)OC(C)(C)C